O=C1C=2C=C(C=CC2C2=C1N=C(N=C2)C(F)(F)F)NC(C(=C)C2=CC=CC=C2)=O N-(9-oxo-2-(trifluoromethyl)-9H-indeno[2,1-d]pyrimidin-7-yl)-2-phenylacrylamide